OC(C)(C)C=1N=C(N(C1C(=O)O)CC1=CC=C(C=C1)C1=CC(=CC=C1C1=NOC(N1)=O)C1=CC=CC=C1)CCC 4-(2-hydroxypropan-2-yl)-1-((6'-(5-oxo-4,5-dihydro-1,2,4-oxadiazol-3-yl)-[1,1':3',1''-terphenyl]-4-yl)methyl)-2-propyl-1H-imidazole-5-carboxylic Acid